cis-3-(3-chlorophenoxy)-N-{2-fluoro-3-[6-oxo-4-(trifluoromethyl)-1,6-dihydropyrimidin-2-yl]-4-(trifluoromethyl)benzyl}cyclobutane-1-carboxamide ClC=1C=C(O[C@H]2C[C@H](C2)C(=O)NCC2=C(C(=C(C=C2)C(F)(F)F)C=2NC(C=C(N2)C(F)(F)F)=O)F)C=CC1